FC(C1=CC=C(C=C1)C1=NN=C(O1)NC=1C=CC(=NC1)C(=N)NO)(F)F 5-((5-[4-(trifluoromethyl)phenyl]-1,3,4-oxadiazol-2-yl)amino)-N-hydroxy-pyridine-2-carboxamidine